5-(1-(aminooxy)-1-deuteroethyl)-3-(trifluoromethyl)pyridin-2(1H)-one NOC(C)([2H])C=1C=C(C(NC1)=O)C(F)(F)F